5-(((Trans-3-(5-amino-3-cyclopropyl-1H-pyrazolo[3,4-b]pyridin-1-yl)cyclobutyl)methyl)amino)-2-(2,6-dioxopiperidin-3-yl)isoindoline-1,3-dione NC=1C=C2C(=NC1)N(N=C2C2CC2)[C@@H]2C[C@H](C2)CNC=2C=C1C(N(C(C1=CC2)=O)C2C(NC(CC2)=O)=O)=O